(R)-N-(3-(1-((2-Amino-5-chloropyridin-3-yl)oxy)ethyl)phenyl)-3,5-dimethylbenzamid NC1=NC=C(C=C1O[C@H](C)C=1C=C(C=CC1)NC(C1=CC(=CC(=C1)C)C)=O)Cl